FC(C1(CC1)CCOC1=NN(C=C1)N1S(C=2C=NC(NCCCCC3CCN(C4=NC=CC=C4C1=O)C3)=CC2)(=O)=O)(F)F 3-{2-[1-(trifluoromethyl)cyclopropyl]ethoxyl-1H-pyrazol-1-yl}-2λ6-thia-3,9,11,19,21-pentaazatetracyclo[18.2.2.111,14.05,10]pentacosa-1(23),5,7,9,20(24),21-hexaene-2,2,4-trione